BrC=1C=NN2C=NC(=CC21)C(=O)OCC Ethyl 3-bromopyrazolo[1,5-c]pyrimidine-5-carboxylate